OC1=C(C(=C(C2=CC=CC=C12)C1=CC=CC2=CC=CC=C12)O)C=O dihydroxy-[1,1'-binaphthyl]-3-formaldehyde